Ethyl (triphenylphosphoranyliden)acetate C1(=CC=CC=C1)P(C1=CC=CC=C1)(C1=CC=CC=C1)=CC(=O)OCC